benzo[b]pyrrolo[2,3-f][1,4]diazocin-2,11(3H)-dione N=1C(CC=2C1C(N=C1C(=NC2)C=CC=C1)=O)=O